C(C)OP(=O)(OCC)CC=1C=NC2=CC=C(C=C2C1)C(=O)O 3-((diethoxyphosphoryl)methyl)quinoline-6-carboxylic Acid